(±)-3-(2-Benzyl-3-chloro-7-oxo-2,4,5,7-tetrahydro-6H-pyrazolo[3,4-c]pyridin-6-yl)-1-Methyl-7-(1-methyl-1H-pyrazol-5-yl)-3,4-dihydro-[1,4]diazepine C(C1=CC=CC=C1)N1N=C2C(N(CCC2=C1Cl)[C@@H]1CN(C(=CCN1)C1=CC=NN1C)C)=O |r|